FC(C1=NC=C(NC1=O)C1=CC(CC1)N1CCN(CC1)C=1C=CC(=NC1F)C(=O)NC)F 5-(4-(3-(5-(difluoromethyl)-6-oxo-1,6-dihydropyrazin-2-yl)cyclopent-2-en-1-yl)piperazin-1-yl)-6-fluoro-N-methylpicolinamide